4-(7-{[(oxacyclopentane-3-ylmethyl)amino]methyl}-[1,2,4]triazolo[1,5-a]pyridin-5-yl)benzonitrile O1CC(CC1)CNCC1=CC=2N(C(=C1)C1=CC=C(C#N)C=C1)N=CN2